O[C@@H]1C[C@H](NC1)C(=O)NCC1=CC=C(C=C1)C1=CN=CS1 (2S,4R)-4-hydroxy-N-(4-(thiazol-5-yl)benzyl)pyrrolidine-2-carboxamide